C(C)(C)(C)C=1C=C(C=C(C1)C(C)(C)C)N(C1=CC=2C(C3=CC=CC=C3C2C=C1)(C)C)C1=CC=C(C=C1)C1=CC(=CC(=C1)C(C)(C)C)C(C)(C)C N-(3,5-ditert-butylphenyl)-N-(3',5'-Ditert-butyl-1,1'-biphenyl-4-yl)-9,9-dimethyl-9H-fluoren-2-amine